BrC1=C(C=CC=C1)CCCO[Si](C)(C)C(C)(C)C 3-(2-Bromophenyl)propoxy-tert-butyl-dimethyl-silane